6-{[4-({[tert-butyl-(dimethyl)silyl]Oxy}methyl)-1H-pyrazol-1-yl]Methyl}-4-methoxy-1,2-benzoxazol-3-amine C(C)(C)(C)[Si](OCC=1C=NN(C1)CC1=CC2=C(C(=NO2)N)C(=C1)OC)(C)C